(3,4,5-trifluorophenyl)ethan-1-one, bromide salt [Br-].FC=1C=C(C=C(C1F)F)C(C)=O